NC=1C=C(C=C(C1)C(F)(F)F)[C@@H](C)NC1=NC(=NC2=CC(=C(C=C12)OC1CCNCC1)OC)C (R)-N-(1-(3-Amino-5-(trifluoromethyl)phenyl)ethyl)-7-methoxy-2-methyl-6-(piperidine-4-Oxy)quinazolin-4-amine